bis([2-(5-methyl-1H-indol-3-yl)ethyl](propan-2-yl)azanium) (2E)-but-2-enedioate C(\C=C\C(=O)[O-])(=O)[O-].CC=1C=C2C(=CNC2=CC1)CC[NH2+]C(C)C.CC=1C=C2C(=CNC2=CC1)CC[NH2+]C(C)C